NC1=NNC=C1C=1C=C2C(=CNC(C2=CC1)=O)CCN(C)C 6-(3-Amino-1H-pyrazol-4-yl)-4-(2-(dimethylamino)ethyl)-1-oxoisoquinolin